3-amino-N-(3-(4-amino-4-methylpiperidin-1-yl)pyridin-2-yl)-6-(6-(3-isopropylmorpholino)-3-(trifluoromethyl)pyridin-2-yl)pyrazine-2-carboxamide NC=1C(=NC(=CN1)C1=NC(=CC=C1C(F)(F)F)N1C(COCC1)C(C)C)C(=O)NC1=NC=CC=C1N1CCC(CC1)(C)N